C1(=CC=C(C=C1)CN1N=CC2=CC=CC(=C12)C(=O)NC1CC2(CCC2)C1)C1=CC=CC=C1 (Sa)-6-(1-([1,1'-Biphenyl]-4-ylmethyl)-1H-indazol-7-carboxamido)spiro[3.3]heptan